2-(3-Chlorophenyl)-2-methyl-1-phenylpropyl ((S)-1-(((S)-4-chloro-3-oxo-1-((S)-2-oxopyrrolidin-3-yl)butan-2-yl)amino)-4-methyl-1-oxopentan-2-yl)carbamate ClCC([C@H](C[C@H]1C(NCC1)=O)NC([C@H](CC(C)C)NC(OC(C(C)(C)C1=CC(=CC=C1)Cl)C1=CC=CC=C1)=O)=O)=O